(4-(cyclopropanecarbonyl)-1,4-diazepan-1-yl)(6-fluoro-4-(1,4-dioxa-8-azaspiro[4.5]decan-8-yl)quinolin-3-yl)methanone C1(CC1)C(=O)N1CCN(CCC1)C(=O)C=1C=NC2=CC=C(C=C2C1N1CCC2(OCCO2)CC1)F